[3-(difluoromethyl)bicyclo[1.1.1]pentan-1-yl][(2S,5S)-2,3-dihydro-2,5-methano-1,4-benzoxazepin-4(5H)-yl]methanone FC(C12CC(C1)(C2)C(=O)N2C[C@H]1OC3=C([C@@H]2C1)C=CC=C3)F